ClC1=CC=C(C(=N1)C(=NO)N)O[C@H](C)C=1C=C(C=C2C(C(=C(OC12)C=1C=NC=CC1)C)=O)C 6-Chloro-3-[(1R)-1-[3,6-dimethyl-4-oxo-2-(3-pyridyl)chromen-8-yl]ethoxy]-N'-hydroxy-pyridine-2-carboxamidine